OC1CN(CCC1NC1=C2C(=NC=C1[N+](=O)[O-])C=CS2)C(=O)OC(C)(C)C tert-Butyl 3-hydroxy-4-[(6-nitrothieno[3,2-b]pyridin-7-yl)amino]piperidine-1-carboxylate